N1NNNCCCCCCCCCC1.[Cu] copper tetraazacyclotetradecane